C1(CC1)C=1C(=NC(=NC1)NC=1C(=NN(C1)C1CC2CCC(C1)N2C)C)NCCCN2C(OC(CC2)(C)C)=O 3-(3-((5-cyclopropyl-2-((3-methyl-1-(8-methyl-8-azabicyclo[3.2.1]octan-3-yl)-1H-pyrazol-4-yl)amino)pyrimidin-4-yl)amino)propyl)-6,6-dimethyl-1,3-oxazinan-2-one